FC1=CC=C(C(=N1)C)[C@H](N([S@@](=O)C(C)(C)C)C)C=1N=NN(C1)C1(CC1)C(F)(F)F (S)-N-((S)-(6-fluoro-2-methylpyridin-3-yl)(1-(1-(trifluoromethyl)cyclopropyl)-1H-1,2,3-triazol-4-yl)methyl)-N,2-dimethylpropane-2-sulfinamide